Iron monosodium [Na].[Fe]